2-chloro-4,4-dimethyl-4,5,6,8-tetrahydro-7H-thieno[2,3-c]azepine ClC1=CC2=C(CNCCC2(C)C)S1